C(CCC)OCCOCCO di-ethylene glycol monobutyl ether